N-(cyclobutylmethyl)-2-hydrazino-N-phenylquinazolin-4-amine C1(CCC1)CN(C1=NC(=NC2=CC=CC=C12)NN)C1=CC=CC=C1